N-[4-fluoro-5-[4-(morpholin-4-ylmethyl)-1,3-thiazol-2-yl]-2-[rac-(3R,5S)-3,4,5-trimethylpiperazin-1-yl]phenyl]-6-oxo-4-(trifluoromethyl)-1H-pyridine-3-carboxamide FC1=CC(=C(C=C1C=1SC=C(N1)CN1CCOCC1)NC(=O)C1=CNC(C=C1C(F)(F)F)=O)N1C[C@H](N([C@H](C1)C)C)C |r|